3-bromo-5-hydroxy-1,8-dimethylpyrido[2,3-d]pyridazin-2(1H)-one BrC1=CC=2C(=C(N=NC2O)C)N(C1=O)C